NCC=1OC2=C(C1)C=C(C=C2C2=CC=C(C=C2)C(=O)N2CCC(CC2)(F)F)C(F)(F)F (4-(2-(aminomethyl)-5-(trifluoromethyl)benzofuran-7-yl)phenyl)(4,4-difluoropiperidin-1-yl)methanone